9-(2,4-difluorophenyl)-3-fluoro-2-methyl-7-(2-(1-methyl-1H-pyrazol-4-yl)tetrahydro-2H-pyran-4-yl)-4H-pyrazino[1,2-a]pyrimidin-4-one FC1=C(C=CC(=C1)F)C1=NC(=CN2C1=NC(=C(C2=O)F)C)C2CC(OCC2)C=2C=NN(C2)C